1,12-dioxo-5,8-dioxa-2,11-diazahexadecan-16-oate O=CNCCOCCOCCNC(CCCC(=O)[O-])=O